tert-butyl 4-(1-(6-bromo-3-((2-(tert-butoxy)-2-oxoethyl)amino)pyrazin-2-yl)-1,3-dioxopentan-2-yl)piperazine-1-carboxylate BrC1=CN=C(C(=N1)C(C(C(CC)=O)N1CCN(CC1)C(=O)OC(C)(C)C)=O)NCC(=O)OC(C)(C)C